C(CCCCCCCCCCCCCCCCCCCCCCCCCCCCCCCCCCCCC)(=O)O octatriacontanoic acid